5-(2-chloro-5-fluoropyrimidin-4-yl)-2-methyl-3-(propan-2-yl)-2H-indazole ClC1=NC=C(C(=N1)C1=CC2=C(N(N=C2C=C1)C)C(C)C)F